ClC1=CC=C(C=C1)N1C2=NC(=NC(=C2N=C1C=1C=NC(=CC1C)C#N)N1CCC(CC1)(C(=O)N)C)OCC(C)(C)O 1-[9-(4-chlorophenyl)-8-(6-cyano-4-methyl-3-pyridyl)-2-(2-hydroxy-2-methyl-propoxy)purin-6-yl]-4-methyl-piperidine-4-carboxamide